2-(bromomethyl)-5-chloro-1-toluenesulfonyl-1H-pyrrolo[3,2-b]pyridine BrCC1=CC2=NC(=CC=C2N1S(=O)(=O)CC1=CC=CC=C1)Cl